CC1(C(N(C(N1CC1=CC(=NC=C1)N[C@H](CC#N)C)=O)C1=CC=C2C3(CN(C2=C1)S(=O)(=O)C)CC3)=O)C (S)-3-((4-((5,5-dimethyl-3-(1'-(methylsulfonyl)spiro[cyclopropane-1,3'-indolin]-6'-yl)-2,4-dioxoimidazolidin-1-yl)methyl)pyridin-2-yl)amino)butanenitrile